ClC1=NC2=CC=CC=C2C(=N1)NC=1C=C2C=NNC2=CC1 2-chloro-N-(1H-indazol-5-yl)quinazolin-4-amine